4-methyl-4-sulfanyl-piperidine-1-carboxylic acid tert-butyl ester C(C)(C)(C)OC(=O)N1CCC(CC1)(S)C